16-(trimethylsilyl)hexadec-15-yn-1-ol C[Si](C#CCCCCCCCCCCCCCCO)(C)C